trifluoro-methanesulfonic acid cyclohexyl ester C1(CCCCC1)OS(=O)(=O)C(F)(F)F